(3-Hydroxycyclobutoxy)piperidine-1-carboxylic acid tert-butyl ester C(C)(C)(C)OC(=O)N1C(CCCC1)OC1CC(C1)O